COC(=O)C1=C2C(=NC(=C1)Br)C(CC2)C 2-bromo-7-methyl-6,7-dihydro-5H-cyclopenta[b]pyridine-4-carboxylic acid methyl ester